C(N)(O[C@@H]1[C@@H](OCC12CCN(CC2)C2=NC=C(N=C2CO)SC2=CC=NC1=C2OCC2N1C(OC2)=O)C)=O ((3S,4S)-8-(3-(hydroxymethyl)-5-((9-oxo-6,6a,7,9-tetrahydrooxazolo[3,4-d]pyrido[3,2-b][1,4]oxazin-4-yl) thio) pyrazin-2-yl)-3-methyl-2-oxa-8-azaspiro[4.5]decan-4-yl) carbamate